2,7-dichloro-5-(((3S)-8,8-difluoro-4-azabicyclo[5.1.0]octan-3-yl)methoxy)-8-fluoropyrido[4,3-d]pyrimidin ClC=1N=CC2=C(N1)C(=C(N=C2OC[C@@H]2CC1C(C1CCN2)(F)F)Cl)F